(R)-N'-((1,2,3,5,6,7-hexahydro-s-indacen-4-yl)carbamoyl)-4-(2-hydroxypropan-2-yl)-N,N-dimethylthiophene-2-sulfonimidamide C1CCC2=C(C=3CCCC3C=C12)NC(=O)N=[S@@](=O)(N(C)C)C=1SC=C(C1)C(C)(C)O